4-[7,7-difluoro-2-[(2S,3R)-3-hydroxy-2-methyl-azetidin-1-yl]-5,6-dihydrocyclopenta[d]pyrimidin-4-yl]benzonitrile FC1(CCC2=C1N=C(N=C2C2=CC=C(C#N)C=C2)N2[C@H]([C@@H](C2)O)C)F